2-Amino-N-[3-[N-[3-[(2-chloro-5-methoxyphenyl)amino]quinoxalin-2-yl]sulfamoyl]phenyl]-2-methylpropanamide NC(C(=O)NC1=CC(=CC=C1)S(NC1=NC2=CC=CC=C2N=C1NC1=C(C=CC(=C1)OC)Cl)(=O)=O)(C)C